NC=1C=2N(C=CN1)C(=NC2C2=CC=C(C=C2)C(NC2=NC=CC(=C2)C(F)(F)F)=O)[C@H]2C[C@H](CC2)C(=O)NC2(CC2)C(=O)O 1-[({(1S,3R)-3-[8-amino-1-(4-{[4-(trifluoromethyl)pyridin-2-yl]carbamoyl}phenyl)imidazo[1,5-a]pyrazin-3-yl]cyclopentyl}carbonyl)amino]cyclopropanecarboxylic acid